6-(3-methyl-4-phenylpyrrolidine-1-carbonyl)pyrazin-2(1H)-one CC1CN(CC1C1=CC=CC=C1)C(=O)C1=CN=CC(N1)=O